SC1=C(C(=O)O)C=C(C(=C1)C(=O)O)S 2,5-Dimercaptoterephthalic acid